4-(4-methylpiperazin-1-ylsulfonyl)aniline Zinc hydroxide [OH-].[Zn+2].CN1CCN(CC1)S(=O)(=O)C1=CC=C(N)C=C1.[OH-]